ClC=1C(=NC=CC1)N1N=C(C=C1C1=NC2=C(C(O1)=O)C1=C(C=C2C)C=NN1)C(F)F 7-[2-(3-chloro-2-pyridinyl)-5-(difluoromethyl)pyrazol-3-yl]-5-methyl-1H-pyrazolo[3,4-f][3,1]benzoxazin-9-one